C1(=CC=CC=C1)C(CC=C)(C1=CC=CC=C1)N 1,1-diphenyl-homoallylamine